OC1(COC1)C#CC1=CC2=C(OC[C@@H](C(N2C)=O)NC(=O)C2=NC=CC(=C2)OC2=C(C(=C(C(=C2[2H])[2H])[2H])[2H])[2H])C=C1 (S)-N-(7-((3-hydroxyoxetan-3-yl)ethynyl)-5-methyl-4-oxo-2,3,4,5-tetrahydrobenzo[b][1,4]oxazepin-3-yl)-4-(phenoxy-d5)pyridineamide